5-(quinazolin-4-yl)-N2-(3,4,5-trimethoxyphenyl)thiazole-2,4-diamine N1=CN=C(C2=CC=CC=C12)C1=C(N=C(S1)NC1=CC(=C(C(=C1)OC)OC)OC)N